Cl.N[C@@H]1[C@H](CCC1)NC(=O)C1=CN(CCS1)C=1C2=C(N=CN1)NC=C2C N-((1S,2S)-2-aminocyclopentyl)-4-(5-methyl-7H-pyrrolo[2,3-d]pyrimidin-4-yl)-3,4-dihydro-2H-1,4-thiazine-6-carboxamide hydrochloride